O1C=CC2=C1C=CC=C2C=2C=C(OC2)C(CCC(=O)O)=O 4-(4-(benzofuran-4-yl)furan-2-yl)-4-oxobutanoic acid